[Cl-].C(CCCCCCCCCCCCC)[N+]1=CC=C(C=C1)C myristylgamma-picolinium chloride